[Pd](Cl)Cl.C1(=CC=CC=C1)P(C=1[CH-]C=CC1)C1=CC=CC=C1.[C-]1(C=CC=C1)P(C1=CC=CC=C1)C1=CC=CC=C1.[Fe+2] 2,1'-bis(diphenylphosphino)ferrocene palladium dichloride